ClCC(=O)N(CC=1N=CNC1)NC(=O)[C@@H](CC(C)C)NC(OCC1=CC=CC=C1)=O Benzyl N-[(1R)-1-[[(2-chloroacetyl)-(1H-imidazol-4-ylmethyl)amino]carbamoyl]-3-methyl-butyl]carbamate